tert-butyl (E)-6-cyano-5-(((dimethylamino)methylene)amino)-3-methoxy-3',6'-dihydro-[2,4'-bipyridine]-1'(2'H)-carboxylate C(#N)C1=C(C=C(C(=N1)C=1CCN(CC1)C(=O)OC(C)(C)C)OC)/N=C/N(C)C